O=C1NC(CCC1N1C(C2=CC=C(C=C2C1=O)CN1CCN(CC1)C1=CC(=NC=C1)C)=O)=O 2-(2,6-dioxopiperidin-3-yl)-5-((4-(2-methylpyridin-4-yl)piperazin-1-yl)methyl)isoindoline-1,3-dione